FC=1C=CC(=NC1)C(CNC=1C=2N(C=C(C1)B1OC(C(O1)(C)C)(C)C)N=CC2C#N)OC 4-[[2-(5-fluoro-2-pyridyl)-2-methoxy-ethyl]amino]-6-(4,4,5,5-tetramethyl-1,3,2-dioxaborolan-2-yl)pyrazolo[1,5-a]pyridine-3-carbonitrile